1-ethynyl-3-methyl-benzene C(#C)C1=CC(=CC=C1)C